N-(Isoxazol-5-yl)-6-methyl-7,8-dihydro-6H-cyclopenta[e][1,2,4]triazolo[4,3-a]pyridine-4-carboxamide O1N=CC=C1NC(=O)C=1C=2N(C3=C(C1)C(CC3)C)C=NN2